acryloyloxyethyl-cyanamide C(C=C)(=O)OCCNC#N